(E)-Ethyl 3-(1-isopropyl-3-(trifluoromethyl)-1H-pyrazol-5-yl)-2-methylacrylate C(C)(C)N1N=C(C=C1/C=C(/C(=O)OCC)\C)C(F)(F)F